ClC1=CC2=C(C=N1)C(=NN2C2=CC=CC(=N2)C2(CN(C2)C(C)=O)F)C 1-(3-(6-(6-chloro-3-methyl-1H-pyrazolo[4,3-c]pyridin-1-yl)pyridin-2-yl)-3-fluoroazetidin-1-yl)ethan-1-one